O1C(C(C(C1O)O)O)O tetrahydrofuran-2,3,4,5-tetraol